S(=O)(=O)([O-])[O-].[K+].C(CCCCCCCCCCC)(=O)NCCC[N+](C)(C)C (lauramidopropyl-trimethylammonium) potassium sulfate salt